N[C@H](C(=O)N1[C@@H]([C@H]2C([C@H]2C1)(C)C)C(=O)NNC[C@H]1C(NCC1)=O)[C@H](CC)C (1R,2S,5S)-3-[(2S,3S)-2-amino-3-methyl-pentanoyl]-6,6-dimethyl-N'-[[(3S)-2-oxopyrrolidin-3-yl]methyl]-3-azabicyclo[3.1.0]hexane-2-carbohydrazide